CC1=CC=C(C=C1)S(=O)(=O)OCCOCCOC=1C=C2C(N(C(C2=CC1)=O)C1C(NC(CC1)=O)=O)=O 2-[2-[2-(2,6-dioxo-3-piperidyl)-1,3-dioxo-isoindolin-5-yl]oxyethoxy]ethyl 4-methylbenzenesulfonate